C(C)C=1C(NC=2C=C(C=NC2C1)CN1CCC(=CC1)C=1C=NC(=CC1)C(=O)NOC)=C=O 1'-((7-ethyl-6-carbonyl-5,6-dihydro-1,5-naphthyridin-3-yl)methyl)-N-methoxy-1',2',3',6'-tetrahydro-[3,4'-bipyridine]-6-carboxamide